ClC1=NN2C(C=N1)=C(C(=C2C2(CCC2)CC)I)Cl 2,5-dichloro-7-(1-ethylcyclobutyl)-6-iodopyrrolo[2,1-f][1,2,4]triazine